ClC=1C=C(C=CC1)[C@@H](C)N(CC=C(C1=CC=CC=C1)C1=CC=CC=C1)CCN1CCN(CC1)C (R)-N-(1-(3-chlorophenyl)ethyl)-N-(2-(4-methylpiperazin-1-yl)ethyl)-3,3-diphenylprop-2-en-1-amine